(2-(piperidin-4-ylmethyl)phenyl)methylamine N1CCC(CC1)CC1=C(C=CC=C1)CN